4-vinylbenzenesulfonic acid ammonium salt [NH4+].C(=C)C1=CC=C(C=C1)S(=O)(=O)[O-]